tert-butyl (2-((8-aminobenzo[c][2,6]naphthyridin-5-yl)amino)ethyl)carbamate NC=1C=CC2=C(N=C(C3=CC=NC=C23)NCCNC(OC(C)(C)C)=O)C1